OC(CN(C(OCOC=1C=CC(=C2C=CC=NC12)[N+](=O)[O-])=O)C)CO (5-Nitroquinolin-8-yloxy)methyl 2,3-dihydroxypropyl(methyl)carbamate